C(C)(C)(C)OC(=O)N1CC(C1)(C(=O)O)C 1-[(tertbutoxy)carbonyl]-3-methylazetidine-3-carboxylic acid